C(C)OC1=C(C=CC(=C1F)F)C1COC(C1C)(C(F)(F)F)C 3-(2-ethoxy-3,4-difluoro-phenyl)-4,5-dimethyl-5-(trifluoromethyl)tetrahydrofuran